Cl.CN1N=CC(=C1)C(CC)N 1-(1-methylpyrazol-4-yl)propan-1-amine hydrochloride